C(C)N(CCC1=CNC2=CC=C(C=C12)OC(CCCCC(=O)O)=O)CC 6-((3-(2-(diethylamino)ethyl)-1H-indol-5-yl)oxy)-6-oxohexanoic acid